Myristyl Pentatriacontanoate C(CCCCCCCCCCCCCCCCCCCCCCCCCCCCCCCCCC)(=O)OCCCCCCCCCCCCCC